2-chloronicotinic acid dodecyl ester C(CCCCCCCCCCC)OC(C1=C(N=CC=C1)Cl)=O